C(C)(=O)N1C=C(C2=CC=C(C=C12)Br)N1CCN(CC1)C(=O)OC(C)(C)C tert-butyl 4-(1-acetyl-6-bromo-1H-indol-3-yl)piperazine-1-carboxylate